N-(2-fluoro-4-(piperazin-1-yl)phenyl)-5'-(4-fluorophenyl)-3'-methoxy-1H,3'H-[2,4'-biimidazole]-5-carboxamide FC1=C(C=CC(=C1)N1CCNCC1)NC(=O)C1=CN=C(N1)C=1N(C=NC1C1=CC=C(C=C1)F)OC